FC1=CC(=C(C=C1C=1C=NC(=CC1)N1CCNCC1)NC(=O)C1=CNC(C=C1C(F)(F)F)=O)N1C[C@H](N([C@H](C1)C)C)C |r| N-[4-fluoro-5-(6-piperazin-1-ylpyridin-3-yl)-2-[rac-(3R,5S)-3,4,5-trimethylpiperazin-1-yl]phenyl]-6-oxo-4-(trifluoromethyl)-1H-pyridine-3-carboxamide